tert-butyl (S)-5-amino-4-(5-(6-amino-5-cyano-3-fluoropyridin-2-yl)-1-oxoisoindol-2-yl)-5-oxopentanoate NC([C@H](CCC(=O)OC(C)(C)C)N1C(C2=CC=C(C=C2C1)C1=NC(=C(C=C1F)C#N)N)=O)=O